C(N)(=O)C1=C([C@]2(C(C3=C(C4=C(C=C(C=C4C=C3[C@@H]([C@]2(CC1=O)O)O)O)O)O)=O)O)[O-] (4aS,5S,12aS)-2-carbamoyl-4a,5,8,10,11,12a-hexahydroxy-3,12-dioxo-4,5-dihydrotetracen-1-olate